butyl (3-bromopropyl)imidodicarbonate BrCCCN(C(=O)OCCCC)C(=O)[O-]